C[C@H]1NC(C2=C(C=3C=4C=CC(=NC4C=CC3S2)[Sn](CCCC)(CCCC)CCCC)NC1)=O (R)-10-methyl-3-(tributylstannyl)-9,10,11,12-tetrahydro-8H-[1,4]diazepino[5',6':4,5]thieno[3,2-f]quinolin-8-one